COC(=O)C1=NC(=C(C(=C1Cl)N)F)C1=CC=C2C=CN(C2=C1F)C(C(C)C)=O.C(CC1=CC=CC=C1)OC=1C=C(OC[C@@H]2OC2)C=CC1 (R)-2-((3-phenethoxyphenoxy)methyl)oxirane Methyl-4-amino-3-chloro-5-fluoro-6-(7-fluoro-1-isobutyryl-1H-indol-6-yl)pyridin-2-carboxylat